N-cyclopropyl-N2-[2-(3-methoxyphenyl)[1,2,4]triazolo[1,5-c]quinazolin-5-yl]-D-alaninamide C1(CC1)NC([C@H](NC1=NC=2C=CC=CC2C=2N1N=C(N2)C2=CC(=CC=C2)OC)C)=O